ClC1=C(O)C(=CC(=C1O)[N+](=O)[O-])[N+](=O)[O-] 2-Chloro-4,6-dinitroresorcinol